N-{4-[4-cyano-2-(1-methyl-2-imidazolyl)phenyl]-6-cyclopropyl-2-pyridyl}-5-{(5-aza-5-spiro[2.4]heptyl)methyl}-1-cyclopropyl-2-oxo-1,2-dihydronicotinamide C(#N)C1=CC(=C(C=C1)C1=CC(=NC(=C1)C1CC1)NC(C=1C(N(C=C(C1)CN1CC2(CC2)CC1)C1CC1)=O)=O)C=1N(C=CN1)C